ClC=1N=CC2=CC=C(C=C2C1)C1=CN=C(N1)[C@H](CCCCCC(CC)=O)NC(=O)[C@H]1CC12CCN(CC2)C (S)-N-((S)-1-(5-(3-chloroisoquinolin-6-yl)-1H-imidazol-2-yl)-7-oxononyl)-6-methyl-6-azaspiro[2.5]octane-1-carboxamide